O1C(OCC1)C=1C(=C(C=CC1)CO)OCC1=CC=C(C=C1)OC (3-(1,3-dioxolan-2-yl)-2-((4-methoxybenzyl)oxy)phenyl)methanol